N1=C(C=CC=2CCCNC12)CCN1N=CC(=C1)C(=O)NCCC(=O)O 3-(1-(2-(5,6,7,8-tetrahydro-1,8-naphthyridin-2-yl)ethyl)-1H-pyrazole-4-carboxamido)propanoic acid